(S)-N-(2-(((1H-pyrrol-2-yl)-methyl)amino)-1-(3-chlorophenyl)-ethyl)-1-(5-methyl-2-((tetrahydro-2H-pyran-4-yl)amino)-pyrimidin-4-yl)-1H-imidazole-4-carboxamide N1C(=CC=C1)CNC[C@H](C1=CC(=CC=C1)Cl)NC(=O)C=1N=CN(C1)C1=NC(=NC=C1C)NC1CCOCC1